ClC1=CC=C(C(=N1)C(=O)O)N[C@H](C)C=1C=C(C=C2C(N(C(=NC12)C=1C=NC(=CC1)C=1C=NN(C1)C)C)=O)C (R)-6-chloro-3-((1-(3,6-dimethyl-2-(6-(1-methyl-1H-pyrazol-4-yl)pyridin-3-yl)-4-oxo-3,4-dihydroquinazolin-8-yl)ethyl)amino)picolinic acid